ClC1=C(C(=CC2=C1N=C(S2)C2=C1N=CC(=NC1=CC(=C2)C)COC)OC)F 4-chloro-5-fluoro-6-methoxy-2-(2-(methoxymethyl)-7-methylquinoxalin-5-yl)benzo[d]thiazole